BrN1C(CCCCC1)=O N-bromo-ε-caprolactam